2',6'-diisopropoxybiphenyl aluminum 4,5-dihydro-5-oxo-1-(4-sulfophenyl)-4-((4-sulfophenyl)azo)-1H-pyrazole-3-carboxylate O=C1C(C(=NN1C1=CC=C(C=C1)S(=O)(=O)O)C(=O)[O-])N=NC1=CC=C(C=C1)S(=O)(=O)O.[Al+3].C(C)(C)OC1=C(C(=CC=C1)OC(C)C)C1=CC=CC=C1.O=C1C(C(=NN1C1=CC=C(C=C1)S(=O)(=O)O)C(=O)[O-])N=NC1=CC=C(C=C1)S(=O)(=O)O.O=C1C(C(=NN1C1=CC=C(C=C1)S(=O)(=O)O)C(=O)[O-])N=NC1=CC=C(C=C1)S(=O)(=O)O